9,10-bis(4-(benzo[d]thiazol-2-yl)phenyl)anthracene mono-2-hydroxyethyl-terephthalate OCCC1=C(C(=O)O)C=CC(=C1)C(=O)O.S1C(=NC2=C1C=CC=C2)C2=CC=C(C=C2)C=2C1=CC=CC=C1C(=C1C=CC=CC21)C2=CC=C(C=C2)C=2SC1=C(N2)C=CC=C1